tert-butyl 7-(2,6-dioxopiperidin-3-yl)-3,4-dihydroisoquinoline-2(1H)-carboxylate O=C1NC(CCC1C1=CC=C2CCN(CC2=C1)C(=O)OC(C)(C)C)=O